FC1=C(C=CC(=C1)F)[C@@](CN1N=NN=C1)([C@H](C#C)C)O (2R,3S)-2-(2,4-difluorophenyl)-3-methyl-1-(1H-tetrazole-1-yl)-4-pentyn-2-ol